C(C)OC(=O)C=1C=NN(C1)COC ethyl-1-(methoxymethyl)pyrazole-4-carboxylate